ClC=1C=NN(C1COC1=CC=C(N=N1)N1CC(NCC1)=O)C1=CC=C(C=C1)C(F)F 4-(6-((4-chloro-1-(4-(difluoromethyl)phenyl)-1H-pyrazol-5-yl)methoxy)pyridazin-3-yl)piperazin-2-one